3-amino-4-(cis-3,5-dimethylpiperidin-1-yl)benzonitrile NC=1C=C(C#N)C=CC1N1C[C@H](C[C@H](C1)C)C